C(#N)\C(\C1CN(CC1)C(=O)OC(C)(C)C)=N/NC1=CC=C(C=C1)OC1=CC=CC=C1 tert-butyl (Z)-3-(cyano(2-(4-phenoxyphenyl)hydrazono)methyl)-pyrrolidine-1-carboxylate